BrC1=CC=C(C=C1)[N+]#[C-] 1-BROMO-4-ISOCYANOBENZENE